(S)-3-benzyl-6,9-dimethyl-2-((1-methyl-1H-pyrazol-4-yl)ethynyl)-4H,6H-thieno[2,3-e][1,2,4]triazolo[3,4-c][1,4]oxazepine C(C1=CC=CC=C1)C1=C(SC=2N3C([C@@H](OCC21)C)=NN=C3C)C#CC=3C=NN(C3)C